(S)-N-((S)-1-cyclohexyl-2-(4-(3-(2-methoxyethoxy)-1-methyl-1H-pyrazole-5-carbonyl)piperazin-1-yl)-2-oxoethyl)-2-(methylamino)-propanamide C1(CCCCC1)[C@@H](C(=O)N1CCN(CC1)C(=O)C1=CC(=NN1C)OCCOC)NC([C@H](C)NC)=O